N1=CC=CC2=CC=CC(=C12)O quinoline-8-ol